C(C=C)(=O)OC[Si](N[Si](C)(C)COC(C=C)=O)(C)C 1,3-bis(acryloxymethyl)-1,1,3,3-tetramethyldisilazane